C1(CC1)C1=C(CN2C(N([C@@H](C=3C2=NN(C3)C)C)C3CCN(CC3)C=3C(=NC=CC3C)OC)=O)C=CC=C1 |o1:9| (R)- or (S)-7-(2-Cyclopropyl-benzyl)-5-(2'-methoxy-4'-methyl-3,4,5,6-tetrahydro-2H-[1,3']bipyridinyl-4-yl)-2,4-dimethyl-2,4,5,7-tetrahydro-pyrazolo[3,4-d]pyrimidin-6-one